C(C)O[Si](CCCNC1=NC(=NC(=N1)S)S)(OCC)OCC 6-(3-triethoxysilylpropyl)amino-1,3,5-triazine-2,4-dithiol